CC=1C(=NC=C(C1)NC(C(=O)N1[C@@H](CC[C@H](C1)C)C1=CC(=C(C(=C1)F)F)F)=O)NC(OC(C)(C)C)=O tert-Butyl N-[3-methyl-5-[[2-[(2S,5R)-5-methyl-2-(3,4,5-trifluorophenyl)-1-piperidyl]-2-oxo-acetyl]amino]-2-pyridyl]carbamate